C(C)(C)(C)C1=CC=C(C=C1)C1=C(C=NC2=CC=C(C=C12)F)C(=O)N1CCN(CC1)C(=O)C1CC1 (4-(4-(tert-butyl)phenyl)-6-fluoroquinolin-3-yl)(4-(cyclopropanecarbonyl)piperazin-1-yl)methanone